ClC1=C(N=C(NC1=O)C=1C=NNC1C(F)(F)F)N1CCOCC1 5-chloro-4-morpholino-2-[5-(trifluoromethyl)-1H-pyrazol-4-yl]-1H-pyrimidin-6-one